3,5-dimethoxyphenyltrityl sulfide COC=1C=C(C=C(C1)OC)C1=C(C(C2=CC=CC=C2)(C2=CC=CC=C2)SC(C2=C(C=CC=C2)C2=CC(=CC(=C2)OC)OC)(C2=CC=CC=C2)C2=CC=CC=C2)C=CC=C1